ClC1=CC=C(OCC(=O)N2CCN(CC2)CC2=NC3=CC=CC=C3C(N2C2=C(C=CC(=C2)C(CN2CCN(CC2)C2=NC=NC=C2)=O)OC(C)C)=O)C=C1 2-((4-(2-(4-chlorophenoxy)acetyl)piperazin-1-yl)methyl)-3-(2-isopropoxy-5-(2-(4-(pyrimidin-4-yl)piperazin-1-yl)acetyl)phenyl)quinazolin-4(3H)-one